tert-butyl 4-(2-chloro-9-methyl-6-morpholino-9H-purin-8-yl)-2,3-dihydro-1H-pyrrole-1-carboxylate ClC1=NC(=C2N=C(N(C2=N1)C)C=1CCN(C1)C(=O)OC(C)(C)C)N1CCOCC1